(1S,2S)-2-(1H-benzo[d]imidazol-2-yl)-N-((S)-1-((4-(tert-butyl)phenyl)amino)-1-oxopropan-2-yl)cyclopropane-1-carboxamide N1C(=NC2=C1C=CC=C2)[C@@H]2[C@H](C2)C(=O)N[C@H](C(=O)NC2=CC=C(C=C2)C(C)(C)C)C